C(#N)C=1C=CC(=C2C=CC=NC12)N1C[C@@]2(C[C@@]2(C1)C(F)(F)F)C(=O)N[C@@H]1C[C@@H](C1)N1CCOCC1 |o1:14,16| (1S,5R) or (1R,5S)-3-(8-Cyanoquinolin-5-yl)-N-(cis-3-morpholinocyclobutyl)-5-(trifluoromethyl)-3-azabicyclo[3.1.0]hexane-1-Formamide